CC[N+]1(CCC(CC1)NC(=O)C2C3=C(C=CC(=C3)Cl)OC4=C2C=C(C=C4)Cl)C/C/5=C/CCCCCC5.[I-] 1,4-trans-1-(1-cycloocten-1-ylmethyl)-4-[[(2,7-dichloro-9H-xanthen-9-yl)carbonyl]amino]-1-ethylpiperidinium iodide